CCCCCCCCCCCCCCCCC(=O)N[C@@H](COP(=O)([O-])OCC[N+](C)(C)C)[C@@H](/C=C/CCCCCCCCCCC)O The molecule is a sphingomyelin 33:1 obtained by formal condensation of the carboxy group of heptadecanoic acid with the amino group of hexadecasphingosine-1-phosphocholine. It has a role as a Papio hamadryas metabolite. It derives from a heptadecanoic acid and a hexadecasphing-4-enine.